isothioureidotrimethylolpropane N(C(S)=N)C(C(CO)(CO)CO)C